[N+]1(=NN=NC=C1)[O-] tetrazine oxide